N1=CC(=CC=C1)C#CC1=C(OC=C1)C=NO (pyridin-3-ylethynyl)furan-2-carbaldehyde Oxime